5-[[(2S)-hexahydro-2-methyl-1H-1,4-diazepin-1-yl]sulfonyl]-4-methyl-isoquinoline, dihydrochloride Cl.Cl.C[C@@H]1N(CCCNC1)S(=O)(=O)C1=C2C(=CN=CC2=CC=C1)C